2-((tert-Butoxycarbonyl)amino)thiazole-5-carboxylic acid methyl ester COC(=O)C1=CN=C(S1)NC(=O)OC(C)(C)C